C1(=CC=CC=C1)SC1=CC=C(C=C1)C(C(C)N1CCOCC1)=O 1-[4-(phenylthio)phenyl]-2-morpholinopropan-1-one